tert-butyl 4-((1r,4r)-4-(5-amino-6-isopropyl-2H-indazol-2-yl)cyclohexyl)piperazine-1-carboxylate NC1=CC2=CN(N=C2C=C1C(C)C)C1CCC(CC1)N1CCN(CC1)C(=O)OC(C)(C)C